C1(CC1)N1C=C(C(C2=CC(=C(C=C12)N1C[C@@H](CCC1)O)F)=O)CN(CC1=CC(=NC=C1)C)[C@@H]1CN(CCC1)C=1C=NC(=CC1)C 1-cyclopropyl-6-fluoro-7-[(3R)-3-hydroxypiperidin-1-yl]-3-({[(3S)-1-(6-methylpyridin-3-yl)piperidin-3-yl][(2-methylpyridin-4-yl)methyl]amino}methyl)-1,4-dihydroquinolin-4-one